2-trimethylsilyloxyethyl-thiophene C[Si](OCCC=1SC=CC1)(C)C